ClC=1C(=C(C=CC1)NN1C(=CC=2C(NCCC21)=O)C2=C(C=NC=C2)C#C[C@]2(N(CC2)C(C=C)=O)C)OC [(3-chloro-2-methoxyphenyl)amino]-2-(3-{2-[(2S)-2-methyl-1-(prop-2-enoyl)azetidin-2-yl]ethynyl}pyridin-4-yl)-1H,5H,6H,7H-pyrrolo[3,2-c]pyridin-4-one